4-(1-(3-Methoxy-4-nitrophenyl)cyclopropyl)morpholine COC=1C=C(C=CC1[N+](=O)[O-])C1(CC1)N1CCOCC1